C(C1=CC=CC=C1)OC(=O)N(C[C@@H](C)N(C(OC(C)(C)C)=O)C)CC1=NN(C=C1Br)C tert-butyl (R)-(1-(((benzyl oxy)carbonyl)((4-bromo-1-methyl-1H-pyrazol-3-yl)methyl)amino)propan-2-yl)(methyl)carbamate